C\C=C\CCCC trans-2-Hepten